CNCC=C N-methylallylamine